aza-quinolinecarboxylic acid N1=C(N=CC2=CC=CC=C12)C(=O)O